C1(CC1)S(=O)(=O)N1N=CC(=C1)C1=NC=CC(=N1)NC1=NC=C(C(=C1)NC(C)C)C#CC=1C=NN(C1)CCF N2-(2-(1-(Cyclopropylsulfonyl)-1H-pyrazol-4-yl)pyrimidin-4-yl)-5-((1-(2-fluoroethyl)-1H-pyrazol-4-yl)ethynyl)-N4-isopropylpyridine-2,4-diamine